7-bromo-6-methyl-2-[4-(1-methyl-1,2,3-triazacyclopentan-4-yl)bicyclo[2.2.2]octan-1-yl]-3-(trideuteriomethyl)-3,4-dihydrothieno[3,2-d]pyrimidin-4-one BrC1=C(SC2=C1N=C(N(C2=O)C([2H])([2H])[2H])C21CCC(CC2)(CC1)C1NNN(C1)C)C